1-decyl-2,3-dimethylimidazole bistrifluoromethylsulfimide salt FC(F)(F)S(=N)C(F)(F)F.C(CCCCCCCCC)N1C(N(C=C1)C)C